ClC1=C(C=CC(=C1)C(F)(F)F)NC(CN1C(=C(C(C=2C1=NC(=C(N2)C2CC2)C)=O)N2CCN(CC2)C(=O)OC(C)(C)C)CC)=O tert-butyl 4-(5-(2-((2-chloro-4-(trifluoromethyl)phenyl)amino)-2-oxoethyl)-2-cyclopropyl-6-ethyl-3-methyl-8-oxo-5,8-dihydropyrido[2,3-b]pyrazin-7-yl)piperazine-1-carboxylate